CCCCC/C=C/C/C=C/C/C=C/C/C=C/C/C=C/CCC(=O)OC(CC(=O)[O-])C[N+](C)(C)C The molecule is an O-acylcarnitine in which the acyl group is specified as (4E,7E,10E,13E,16E)-docosapentaenoyl. It has a role as a rat metabolite and a mouse metabolite.